C(C)(C)(C)OC(=O)NC1(C(C1)C=C)C(=O)O 1-((tert-butoxycarbonyl)amino)-2-vinylcyclopropane-1-carboxylic acid